FC1=C(CN)C=CC=C1C(F)(F)F 2-fluoro-3-(trifluoromethyl)benzylamine